(((((S)-1,1-bis(4'-propyl-[1,1'-biphenyl]-4-yl)-1-hydroxypropan-2-yl)) oxy) carbonyl)-2-oxoimidazolidine-4-carboxylate C(CC)C1=CC=C(C=C1)C1=CC=C(C=C1)C([C@H](C)OC(=O)N1C(NC(C1)C(=O)[O-])=O)(O)C1=CC=C(C=C1)C1=CC=C(C=C1)CCC